BrC1=C(C=CC(=C1)OC(F)F)F 2-bromo-4-(difluoromethoxy)-1-fluoro-benzene